[4-tert-butyl-2-(5-tert-butyl-2-oxo-3H-benzofuran-3-yl)phenyl] 3,5-di-tert-butyl-4-hydroxy-benzoate C(C)(C)(C)C=1C=C(C(=O)OC2=C(C=C(C=C2)C(C)(C)C)C2C(OC3=C2C=C(C=C3)C(C)(C)C)=O)C=C(C1O)C(C)(C)C